1,3-bis((3-ethyl-3-oxetanylmethoxy)methyl)propane C(C)C1(COC1)COCCCCCOCC1(COC1)CC